4-(6,9-dioxo-5-(4-(trifluoromethyl)benzyl)-2-oxa-5,8-diazaspiro[3.5]nonan-8-yl)-3-fluorobenzonitrile O=C1N(C2(COC2)C(N(C1)C1=C(C=C(C#N)C=C1)F)=O)CC1=CC=C(C=C1)C(F)(F)F